COS(=O)(=O)O.C(C1=CC=CC=C1)=C1C(C2(CCC1C2(C)C)C)=O benzylidenebornan-2-one methylsulfate